trifluoromethyl-phenyl-boronic acid methyliminodiacetyl ester CN1CC(=O)OB(OC(C1)=O)C1=C(C=CC=C1)C(F)(F)F